C(C1=CC=CC=C1)C=1NC(=NN1)C(=O)N[C@H]1C(N(C=2N(CC1)N=C(C2)C)C)=O (R)-5-benzyl-N-(2,4-dimethyl-5-oxo-5,6,7,8-tetrahydro-4H-pyrazolo[1,5-a][1,3]diazepin-6-yl)-4H-1,2,4-triazole-3-carboxamide